(((dodecylthio)thiocarbonyl)thio)propanoic acid C(CCCCCCCCCCC)SC(=S)SC(C(=O)O)C